3-(4-{2-[1-(2-Ethoxy-ethyl)-1H-pyrazol-4-ylamino]-thiazol-4-yl}-3-methoxy-phenyl)-oxazolidin-2-one C(C)OCCN1N=CC(=C1)NC=1SC=C(N1)C1=C(C=C(C=C1)N1C(OCC1)=O)OC